FC1=C(C(=C2C=CNC2=C1)SCCOC)OC=1C=C(C=CC1)C=1NC(=CN1)C(C)(O)C1=CC=CC=C1 1-(2-(3-((6-fluoro-4-((2-methoxyethyl)thio)-1H-indol-5-yl)oxy)phenyl)-1H-imidazol-5-yl)-1-phenylethan-1-ol